tert-butyl (R)-((3-(2-(4,4-difluoroazepan-1-yl)-4-methyl-5-(oxazol-5-yl)nicotinamido)phenyl)(methyl)(oxo)-λ6-sulfaneylidene)carbamate FC1(CCN(CCC1)C1=C(C(=O)NC=2C=C(C=CC2)[S@](=O)(C)=NC(OC(C)(C)C)=O)C(=C(C=N1)C1=CN=CO1)C)F